FC=1C=C(C=C(C1)F)[C@H]1N(OCC1)C(=O)OC(C)(C)C Tert-butyl (3S)-3-(3,5-difluorophenyl)isoxazolidine-2-carboxylate